FC1=C2NC(C=3N(C2=CC=C1CN1C[C@@H](CC1)NC=1C(=NC(=CC1)C(NC)=O)F)N=CC3C)=O (R)-6-fluoro-7-((3-((2-fluoro-6-(methylcarbamoyl)pyridin-3-yl)amino)pyrrolidin-1-yl)methyl)-3-methylpyrazolo[1,5-a]quinoxalin-4(5H)-one